The molecule is an amino monosaccharide obtained by replacement of the 8-hydroxy group of 3-deoxy-alpha-D-manno-oct-2-ulopyranosonic acid by an amino group. It is a carbohydrate acid derivative and an amino monosaccharide. It is a tautomer of an 8-amino-3,8-dideoxy-alpha-D-manno-oct-2-ulosonic acid zwitterion. C1[C@H]([C@H]([C@H](O[C@]1(C(=O)O)O)[C@@H](CN)O)O)O